5-bromo-4-(2-methylphenyl)-3,4-dihydro-2H-1,3-benzoxazin-2-one BrC1=CC=CC2=C1C(NC(O2)=O)C2=C(C=CC=C2)C